(4-(9,9,9-trifluoro-non-4-en-1-yl)cyclohexyl)benzene FC(CCCC=CCCCC1CCC(CC1)C1=CC=CC=C1)(F)F